(3S,5R)-8-(2-Amino-6-((R)-1-(4-chloro-2-(5,6-dihydro-2H-pyran-3-yl)phenyl)-2,2,2-trifluoroethoxy)pyrimidin-4-yl)-2-azaspiro[4.5]dec-7-en NC1=NC(=CC(=N1)C1=CC[C@@]2(CCNC2)CC1)O[C@@H](C(F)(F)F)C1=C(C=C(C=C1)Cl)C=1COCCC1